N-[3-({[2-([4-(aminomethyl)phenyl]amino)-5-(trifluoromethyl)pyrimidin-4-yl]amino}methyl)pyridin-2-yl]-N-methylmethane-sulfonamide NCC1=CC=C(C=C1)NC1=NC=C(C(=N1)NCC=1C(=NC=CC1)N(S(=O)(=O)C)C)C(F)(F)F